[I-].C(C)(C)(C)OC(=O)N1C[C@H](C[C@@H]1C(=O)OC)NC(CCCCC[N+](C)(C)C)=O 6-(((3S,5R)-1-(tert-butoxycarbonyl)-5-(methoxycarbonyl)pyrrolidin-3-yl)amino)-N,N,N-trimethyl-6-oxohexan-1-aminium iodide